BrCC1=C(N=C2C(=N1)C(N(C2=O)CC(=O)O)=O)CBr 2-(2,3-Bis(bromomethyl)-5,7-dioxo-5,7-dihydro-6H-pyrrolo[3,4-b]pyrazin-6-yl)acetic acid